FC=1C=NC=C(C1N1CCN(CC1)CC1CN(CCC1)C1=NC=2N(C(=N1)N)N=C(N2)C=2OC=CC2)F 5-(3-((4-(3,5-difluoropyridin-4-yl)piperazin-1-yl)methyl)piperidin-1-yl)-2-(furan-2-yl)-[1,2,4]triazolo[1,5-a][1,3,5]triazine-7-amine